Cl.NCCC=1SC=C(N1)C(=O)OCC ethyl 2-(2-aminoethyl)-1,3-thiazole-4-carboxylate hydrochloride